FC(C(C(=O)N)=O)(F)F trifluoropyruvamide